3,6-diamino-2,7,10-trimethylacridinium chloride [Cl-].NC=1C(=CC2=CC3=CC(=C(C=C3[N+](=C2C1)C)N)C)C